tert-butyl 4-hydroxy-3-methyl-3-(trifluoromethyl)pyrrolidine-1-carboxylate OC1C(CN(C1)C(=O)OC(C)(C)C)(C(F)(F)F)C